C(=CCCCCCCCCCCCC)S(=O)(=O)[O-] tetradecenesulfonate